O=C1NN=C(C=C1C(=O)OCC)C1=CC=C(C=C1)C(F)(F)F Ethyl 3-oxo-6-[4-(trifluoro methyl)phenyl]-2,3-dihydropyridazine-4-carboxylate